[Br-].C(C1=CC=CC=C1)(C1=CC=CC=C1)N1CC=CC=C1 N-benzhydryl-pyridine bromide salt